4-[[2-(5-hydroxypyridin-3-yl)phenyl]methyl]piperazine OC=1C=C(C=NC1)C1=C(C=CC=C1)CN1CCNCC1